methyl-2-(8-methyl-5,6,7,8-tetrahydroimidazo[1,5-a]pyrazin-3-yl)thiazole CC=1N=C(SC1)C1=NC=C2N1CCNC2C